(S)-2-((S)-2-aminopropionamido)-3-(4-cyclopropyloxyphenyl)propionic acid methyl ester COC([C@H](CC1=CC=C(C=C1)OC1CC1)NC([C@H](C)N)=O)=O